2-chloro-5-(isopropylsulfanyl)thiazole ClC=1SC(=CN1)SC(C)C